(2-acryloyloxy-ethyl)-trimethylammonium chloride [Cl-].C(C=C)(=O)OCC[N+](C)(C)C